CC=1C(=C(C=C(C1)C(F)(F)F)O)C=1N=NC(=CC1)NC[C@@H]1NCCC1 (R)-3-methyl-2-(6-((pyrrolidin-2-ylmethyl)amino)pyridazin-3-yl)-5-(trifluoromethyl)phenol